CC1=CC=C(C=C1)S(=O)(=O)NCC(C1=CC=C(C=C1)C(F)(F)F)=O 4-methyl-N-(2-oxo-2-(4-(trifluoromethyl)phenyl)ethyl)benzenesulfonamide